CNC(=O)C1=CC=C2C(=CNC2=C1)C1CC(CCC1)NC(OCC1=CC=CC=C1)=O benzyl (3-(6-(methylcarbamoyl)-1H-indol-3-yl)cyclohexyl)carbamate